tert-butyl N-[4-[[4-[1-(2,6-dioxo-3-piperidyl)-3-methyl-2-oxo-benzimidazol-4-yl]-1-piperidyl]methyl]cyclohexyl]carbamate O=C1NC(CCC1N1C(N(C2=C1C=CC=C2C2CCN(CC2)CC2CCC(CC2)NC(OC(C)(C)C)=O)C)=O)=O